COC1=C(C=CC=C1)OC[C@@H](N)C(=O)O O-(2-methoxyphenyl)-D-serine